CC1(O[C@@H]2[C@@H]([C@H]([C@H]3OC[C@@]2(O3)COCCCCC(=O)OCC3=CC=CC=C3)NC3=NC(=CC=C3)C(F)(F)F)O1)C benzyl 5-(((3aR,4S,7S,8R,8aR)-2,2-dimethyl-8-((6-(trifluoromethyl)pyridin-2-yl)amino)tetrahydro-4,7-epoxy[1,3]dioxolo[4,5-d]oxepin-4(5H)-yl)methoxy)pentanoate